FC1=C(C=CC(=C1)F)C(CC(=O)NC1CCC(CC1)NC1=C(C(=O)N)C=CC(=C1)N1N=C(C=2C(CC(CC12)(C)C)=O)C)(CN1N=CN=C1)O 2-(((1r,4r)-4-(3-(2,4-difluorophenyl)-3-hydroxy-4-(1H-1,2,4-triazol-1-yl)butanamido)cyclohexyl)amino)-4-(3,6,6-trimethyl-4-oxo-4,5,6,7-tetrahydro-1H-indazol-1-yl)benzamide